BrC1=CC(=C(NC2=NC=NC3=CC=C(C=C23)OC)C=C1)F 4-(4-bromo-2-fluoroanilino)-6-methoxyquinazoline